F[B-](F)(F)F.O(C1=CC=CC=C1)C1=CC=C(C=C1)[I+]C1=CC=C(C=C1)OC1=CC=CC=C1 Di-(4-phenoxyphenyl)-iodonium tetrafluoroborat